(1R,3S,4S)-N-(3-chloro-4-fluorophenyl)-N-methyl-2-(6-methyl-4-(trifluoromethyl)pyridin-2-yl)-2-azabicyclo[2.2.1]heptane-3-carboxamide ClC=1C=C(C=CC1F)N(C(=O)[C@H]1N([C@@H]2CC[C@H]1C2)C2=NC(=CC(=C2)C(F)(F)F)C)C